7-cyclopropyl-1-{6-[2-(1-methylphenoxy)pyridin-4-yl]-2,3-dihydro-1H-isoindol-4-yl}-6-(1-methylpyrazol-4-yl)-3,4-dihydro-2H-quinoline C1(CC1)C1=C(C=C2CCCN(C2=C1)C1=C2CNCC2=CC(=C1)C1=CC(=NC=C1)OC1(CC=CC=C1)C)C=1C=NN(C1)C